Diisopropyl-acrylamide C(C)(C)C(=CC(=O)N)C(C)C